[4-[(3S,4S)-3-fluoro-4-piperidinyl]-3-methyl-2-oxo-benzimidazol-1-yl]piperidine-2,6-dione F[C@@H]1CNCC[C@H]1C1=CC=CC=2N(C(N(C21)C)=O)N2C(CCCC2=O)=O